OC1=CC(=C(C=O)C=C1)[N+](=O)[O-] 4-HYDROXY-2-NITROBENZALDEHYDE